N-benzyl-7-(4-bromo-3-chloro-benzoyl)-2-(2-chloro-4-cyano-phenyl)-3-oxo-6,8-dihydro-5H-imidazo[1,5-a]pyrazine-1-carboxamide C(C1=CC=CC=C1)NC(=O)C=1N(C(N2C1CN(CC2)C(C2=CC(=C(C=C2)Br)Cl)=O)=O)C2=C(C=C(C=C2)C#N)Cl